sodium N,N-dicarboxylamino-hydroxypropanesulfonate C(=O)(O)N(C(=O)O)C(CC)(S(=O)(=O)[O-])O.[Na+]